ClC1=C(C=C(C(=C1)Cl)OC)C1=CC=2N(C(N(C(C2S1)=O)C=1C2=C(C=NC1)C=NN2C)=O)CCC#N 3-[6-(2,4-dichloro-5-methoxy-phenyl)-3-(1-methylpyrazolo[4,3-c]pyridin-7-yl)-2,4-dioxo-thieno[3,2-d]pyrimidin-1-yl]propionitrile